tert-butyl (1R,5S)-3-[4-[1-(2,6-dioxo-3-piperidyl)-3-methyl-2-oxo-benzimidazol-4-yl]butanoyl]-3,8-diazabicyclo[3.2.1]octane-8-carboxylate O=C1NC(CCC1N1C(N(C2=C1C=CC=C2CCCC(=O)N2C[C@H]1CC[C@@H](C2)N1C(=O)OC(C)(C)C)C)=O)=O